C(C1=CC=CC=C1)OC(=O)NC(C\C=C(/C(=O)O)\C[C@@H](C(=O)OC)NC(=O)OC(C)(C)C)(C)C (Z)-5-(benzyloxycarbonylamino)-2-[(2S)-2-(tert-butoxycarbonylamino)-3-methoxy-3-oxo-propyl]-5-methyl-hex-2-enoic acid